CC1(CCC(CC1)=O)NC(OC(C)(C)C)=O tert-butyl N-(1-methyl-4-oxocyclohexyl)carbamate